(3-chloro-2-(4-methoxybenzylamino)pyridin-4-yl)methanol ClC=1C(=NC=CC1CO)NCC1=CC=C(C=C1)OC